C(C)(C)NC1=NC(=CC2=C1N=C(N=C2)N[C@@H]2CNCCC2)C#N (S)-8-(isopropylamino)-2-(piperidin-3-ylamino)pyrido[3,4-d]pyrimidine-6-carbonitrile